(6S)-6-[2-Chloro-3-(2,4-difluoro-phenyl)phenyl]-2-imino-6-methyl-3-[(2S*,4S*)-2-methylpiperidin-4-yl]hexahydropyrimidin-4-one hydrochloride Cl.ClC1=C(C=CC=C1C1=C(C=C(C=C1)F)F)[C@@]1(CC(N(C(N1)=N)[C@@H]1C[C@@H](NCC1)C)=O)C |o1:23,25|